FC1=C(C2=C(N(C(N2C)=O)C2C(N(C(CC2)=O)CC2=CC=C(C=C2)OC)=O)C=C1)N1CCN(CC1)C(=O)OC(C)(C)C tert-butyl 4-[5-fluoro-1-[1-[(4-methoxyphenyl)methyl]-2,6-dioxo-3-piperidyl]-3-methyl-2-oxo-benzimidazol-4-yl]piperazine-1-carboxylate